2-(4-amino-1-(4-aminobutyl)-1H-pyrazolo[3,4-d]pyrimidin-3-yl)-1H-indol-6-Ol NC1=C2C(=NC=N1)N(N=C2C=2NC1=CC(=CC=C1C2)O)CCCCN